bromo(ethenyl)magnesium Br[Mg]C=C